NC1=CC=C(C=C1)S(=O)(=O)NC.[Na] sodium 4-amino-N-methylbenzenesulfonamide